Di((9Z,12Z)-octadeca-9,12-dien-1-yl) (S)-2-((3-(dimethylamino)butanoyl)oxy)succinate CN(C(CC(=O)O[C@H](C(=O)OCCCCCCCC\C=C/C\C=C/CCCCC)CC(=O)OCCCCCCCC\C=C/C\C=C/CCCCC)C)C